N-(3-methoxybenzyl)-1-(3-(pyrrolidin-1-yl)phenyl)methanamine COC=1C=C(CNCC2=CC(=CC=C2)N2CCCC2)C=CC1